C(C)(C)(C)OC(=O)N1C[C@H](CC1)N1N=C(C=2C(=NC=C(C21)C=C)N)C#CC=2C=CC=1N(C2)N=CC1 tert-butyl-(S)-3-(4-amino-3-(pyrazolo[1,5-a]pyridin-6-ylethynyl)-7-vinyl-1H-pyrazolo[4,3-c]pyridin-1-yl)pyrrolidine-1-carboxylate